3-cyclopropyl-N8-(6-methoxypyridazin-3-yl)-N6-(pentan-3-yl)-[1,2,4]triazolo[4,3-b]pyridazine-6,8-diamine C1(CC1)C1=NN=C2N1N=C(C=C2NC=2N=NC(=CC2)OC)NC(CC)CC